NC1=C2C(=NC=N1)N(N=C2C2=CC=C(C=C2)OC2=CC=CC=C2)C2CCC(CC2)N2CCN(CC2)C(=O)[O-] 4-((1r,4r)-4-(4-amino-3-(4-phenoxyphenyl)-1H-pyrazolo[3,4-d]pyrimidin-1-yl)cyclohexyl)piperazine-1-carboxylate